racemic-2-bromo-6-(1-(2,2-difluoro-1-(4-fluorophenyl)-propyl)-1H-pyrazol-4-yl)pyridine BrC1=NC(=CC=C1)C=1C=NN(C1)[C@@H](C(C)(F)F)C1=CC=C(C=C1)F |r|